N-(2-(2-aminoethoxy)ethyl)-2-ethyl-4-((3-(1-(2-(trifluoromethoxy)ethyl)-3-(trifluoromethyl)-1H-pyrazol-4-yl)imidazo[1,2-a]pyrazin-8-yl)amino)benzamide NCCOCCNC(C1=C(C=C(C=C1)NC=1C=2N(C=CN1)C(=CN2)C=2C(=NN(C2)CCOC(F)(F)F)C(F)(F)F)CC)=O